C(N)(OCC1=CC=C(C=C1)OC(C)=O)=O 4-acetoxybenzyl carbamate